(+)-pinan-2,3-diol C12C(C(CC(C1(C)C)C2)O)(C)O